BrC=1C(N2N(C(C1Br)=O)CC(C2)C(=O)O)=O 6,7-Dibromo-5,8-dioxo-2,3-dihydro-1H-pyrazolo[1,2-a]pyridazine-2-carboxylic acid